1,1-bis(5-tert-butyl-3-methyl-2-hydroxybenzen-1-yl)butane C(C)(C)(C)C=1C=C(C(=C(C1)C(CCC)C1=C(C(=CC(=C1)C(C)(C)C)C)O)O)C